Cl.N1CC(C=CCC1)O 2,3,6,7-tetrahydro-1H-azepin-3-ol hydrochloride